N1(CCNCC1)C=1C=CC(=NC1)NC1=NC(=NS1)C1=NC=CC=C1 N-(5-(piperazin-1-yl)pyridin-2-yl)-3-(pyridin-2-yl)-1,2,4-thiadiazol-5-amine